C1=CC(=CC=2NOCC3=C(C21)C=CC(=C3)O)O 5,7-dihydrodibenzo[c,e]oxazepin-3,9-diol